FC1=C(C=CC(=C1)F)C(C(F)(F)F)N1C(N(C2(CC2)C1=O)CC=1SC(=NN1)C1=NC(=C(C=C1)F)O)=O 6-(1-(2,4-difluorophenyl)-2,2,2-trifluoroethyl)-4-((5-(5-fluoro-6-hydroxypyridin-2-yl)-1,3,4-thiadiazol-2-yl)methyl)-4,6-diazaspiro[2.4]heptane-5,7-dione